C(=O)(O)C=1C(=C(OC2(C(C(=C(C(=C2F)F)OC2=C(C(=C(C(=C2F)F)C(=O)O)C(=O)O)F)F)F)C2=C(C(=C(C(=C2)F)F)F)F)C(=C(C1C(=O)O)F)F)F 1,4-bis(3,4-dicarboxyltrifluorophenoxy)octafluorobiphenyl